CC1(CC[C@@H](OC1)C=1C=C(C(=C(C1)CC(=O)OCC)OC)F)C ethyl (R)-2-(5-(5,5-dimethyltetrahydro-2H-pyran-2-yl)-3-fluoro-2-methoxyphenyl)acetate